O1B(OCC1)B1OCCO1 bi-1,3-dioxaborolane